4,6-dihydrospiro[cyclopenta[d]oxazol-5,4'-piperidin]-6-amine N1CCC2(CC1)C(C1=C(N=CO1)C2)N